CC([C@@H](C(NC)=O)NC(=O)C=1C=2C[C@@H]3[C@H](C2N(N1)C1=NC=C(C=C1)Cl)C3)(C)C (1aR,5aR)-2-(5-Chloro-pyridin-2-yl)-1a,2,5,5a-tetrahydro-1H-2,3-diaza-cyclopropa[a]pentalene-4-carboxylic acid ((S)-2,2-dimethyl-1-methylcarbamoyl-propyl)-amide